F[C@H]1C[C@H](N2N=C(N=C21)S(=O)(=O)[C@H]2[C@@H](C2)F)C2=CC=C(C=C2)F (5S,7S)-7-Fluoro-5-(4-fluorophenyl)-2-[(1R,2R)-2-fluorocyclopropyl]sulfonyl-6,7-dihydro-5H-pyrrolo[1,2-b][1,2,4]triazol